BrC=1C=C(C(=NC1)C=O)NC(CCC)=O N-(5-bromo-2-formylpyridin-3-yl)butyramide